NC([C@H](CO)NC(=O)C1=C(OC2=C1C=C(C=C2)OCC=2C(=NC=CC2)OC(F)F)C)=O (S)-N-(1-amino-3-hydroxy-1-oxopropan-2-yl)-5-((2-(difluoromethoxy)pyridin-3-yl)methoxy)-2-methylbenzofuran-3-carboxamide